C1(=CC=CC2=CC=CC=C12)OC1C2C=CC(C1)C2=O 5-naphthoxy-7-oxo-bicyclo[2.2.1]Hept-2-ene